NC1=NC=CC(=N1)C=1C2=C(C(=NC1)NCC=1C=C(C(=O)NC3CCC3)C=CC1)CCO2 3-(((7-(2-Aminopyrimidin-4-yl)-2,3-dihydrofuro[3,2-c]pyridin-4-yl)amino)methyl)-N-cyclobutylbenzamide